5-phenyl-2-(2-(phenylseleno)propan-2-yl)-3,4-dihydro-2H-pyrrole C1(=CC=CC=C1)C=1CCC(N1)C(C)(C)[Se]C1=CC=CC=C1